FC(C(=O)O)(F)F.C(=O)O formic acid 2,2,2-trifluoroacetate